(±)-4-(3-(2-Chloro-4-(1H-pyrazol-1-yl)phenyl)-1,4-oxazepan-4-yl)-6-methylpyrimidin-2-amine ClC1=C(C=CC(=C1)N1N=CC=C1)[C@@H]1COCCCN1C1=NC(=NC(=C1)C)N |r|